ClCC(=O)NCC1(CN(CC1)C(=O)OC(C)(C)C)O tert-butyl 3-[[(2-chloroacetyl)amino]methyl]-3-hydroxy-pyrrolidine-1-carboxylate